FC=1C=C(C(=O)NCC2CCC(CC2)N2N=C3C=CC=C(C3=C2)OC)C=C(C1O)F 3,5-difluoro-4-hydroxy-N-{[(1r,4r)-4-(4-methoxy-2H-indazol-2-yl)cyclohexyl]methyl}benzamide